OCC1(CCCCCCC1)NC(C1=CC(=NC=C1)N1C=NC=C1)=O N-(1-(hydroxymethyl)cyclooctyl)-2-(1H-imidazol-1-yl)isonicotinamide